BrC1=NN2N=CN=C(C2=C1C1=CC(=C(C=C1)OC1=NC=CC(=N1)C)F)N 6-bromo-5-(3-fluoro-4-((4-methylpyrimidin-2-yl)oxy)phenyl)pyrazolo[5,1-f][1,2,4]triazin-4-amine